O1NC=CC=C1 [1,2]oxazinine